4-[5-(3,5-Dichlorophenyl)-5-(trifluoromethyl)-4,5-dihydro-1,2-oxazol-3-yl]-2-methyl-N-(1-oxidothietan-3-yl)benzamide ClC=1C=C(C=C(C1)Cl)C1(CC(=NO1)C1=CC(=C(C(=O)NC2CS(C2)=O)C=C1)C)C(F)(F)F